C1(=CC=CC2=CC=CC=C12)S(=O)(=O)O.C=O Formaldehyd (Naphthalinsulfonate)